trans-[(3S)-3-pyrazin-2-ylisoxazolidin-2-yl]-[4-(pyrimidin-5-ylmethyl)cyclohexyl]methanone N1=C(C=NC=C1)[C@H]1N(OCC1)C(=O)[C@@H]1CC[C@H](CC1)CC=1C=NC=NC1